3-(3-Hydroxy-5-(6-methoxynaphthalen-2-yl)pyridinecarboxamido)-2,2-dimethylpropionic acid OC=1C(=NC=C(C1)C1=CC2=CC=C(C=C2C=C1)OC)C(=O)NCC(C(=O)O)(C)C